BrCCC1=CC=C(C=C1)C1=CC=C(C=C1)CCCCC 4-(2-Bromoethyl)-4'-pentyl-1,1'-biphenyl